ClC1=CC=C(C=C1)/C=C/C(=O)C1=C(C=C(OCC=2N=NN(C2)[C@@H]2C[C@@H]3[C@H]4CCCN5CCC[C@@H](CN3C(C2)=O)[C@@H]45)C=C1)O (1R,2R,4R,9S,17S)-4-[4-[[4-[(E)-3-(4-Chlorophenyl)prop-2-enoyl]-3-hydroxyphenoxy]methyl]triazol-1-yl]-7,13-diazatetracyclo[7.7.1.02,7.013,17]heptadecan-6-one